ClC1=C(C=CC(=C1)OC)C12C(OCC(N1)=O)CCCC2 4a-(2-chloro-4-methoxyphenyl)hexahydro-2H-benzo[b][1,4]oxazin-3(4H)-one